COCC=1C=C2C=CN(C2=CC1)C 5-(methoxymethyl)-N-methylindole